4-cyanobenzoyl-carboxylic acid C(#N)C1=CC=C(C(=O)C(=O)O)C=C1